CN1C(C=NC2=CC(=C(C=C12)Cl)Cl)=O 1-methyl-6,7-dichloro-2(1H)-quinoxalinone